C(C)(C)(C)OC(=O)N[C@@H](CO)C1=CC=C(C=C1)Br {[(1R)-1-(4-Bromophenyl)-2-hydroxyethyl]amino}carboxylic acid tert-butyl ester